tert-Butyl (S)-4-(5-bromo-7-(cis-3-cyanocyclohexyl)-7H-pyrrolo[2,3-d]pyrimidin-4-yl)-3-methylpiperazine-1-carboxylate BrC1=CN(C=2N=CN=C(C21)N2[C@H](CN(CC2)C(=O)OC(C)(C)C)C)[C@@H]2C[C@@H](CCC2)C#N